C(C)C=1C=CC(CC1)(C)CC 3,6-diethyl-6-methyl-1,3-cyclohexadiene